C(#N)C1=C2C=CC(=NC2=C(C=C1C)[C@H](C)NC1=C(C(=O)O)C=CC=C1)N1CCCC1 (S)-2-(1-[5-cyano-6-methyl-2-(pyrrolidin-1-yl)quinolin-8-yl]ethylamino)benzoic acid